1-(3-Fluoroazetidin-1-yl)-2-[6-[3-(trifluoromethyl)phenyl]pyrazolo[4,3-b]pyridin-1-yl]ethanone trifluoroacetate Salt FC(C(=O)O)(F)F.FC1CN(C1)C(CN1N=CC2=NC=C(C=C21)C2=CC(=CC=C2)C(F)(F)F)=O